COC(=O)[C@@H](CO)NC(C1=CC=CC=C1)(C2=CC=CC=C2)C3=CC=CC=C3 N-trityl-D-serine methyl ester